C(C)(=O)N[C@H]1[C@H](OCCN=[N+]=[N-])O[C@@H]([C@H]([C@@H]1OC(C)=O)O[C@H]1[C@H](OC(C)=O)[C@@H](O)[C@@H](OC(C)=O)[C@H](O1)COC(C)=O)COC(C)=O 2-azidoethyl 2-acetamido-3,6-di-O-acetyl-4-O-(2,4,6-tri-O-acetyl-β-D-galactopyranosyl)-2-deoxy-β-D-glucopyranoside